C(C(C)C)(=O)OC=1C(=NC=CC1OC)C(N[C@H](C(=O)N[C@H](C(C1=CC=C(C=C1)OC)C1=CC=C(C=C1)OC)C)C)=O 2-(((S)-1-(((S)-1,1-bis(4-methoxyphenyl)propan-2-yl)amino)-1-oxopropan-2-yl)carbamoyl)-4-methoxypyridin-3-yl isobutyrate